C(#N)C(C)(C)C1=CC=C(C=N1)C=1N=C2SCCCN2C(C1C#N)=O 8-[6-(1-cyano-1-methylethyl)pyridin-3-yl]-6-oxo-2H,3H,4H,6H-pyrimido[2,1-b][1,3]thiazine-7-carbonitrile